ClC=1C=C(C2=C(N1)NN=C2I)C(=O)OCC ethyl 6-chloro-3-iodo-1H-pyrazolo[3,4-b]pyridine-4-carboxylate